C(C)(C)(C)OC(=O)C1=NC(=CC=C1N[C@H](C)C1=CC(=CC=2C(C(=C(OC21)C=2C=NC=CC2)C)=O)C)F 3-[[(1R)-1-[3,6-dimethyl-4-oxo-2-(3-pyridinyl)benzopyran-8-yl]ethyl]amino]-6-fluoro-pyridine-2-carboxylic acid tert-butyl ester